3-(3-bromo-2-methylphenyl)-8-fluoro-1-methylquinazoline-2,4(1H,3H)-dione BrC=1C(=C(C=CC1)N1C(N(C2=C(C=CC=C2C1=O)F)C)=O)C